C[C@H]1N(CCN[C@H]1C=1C=NNC1)C1=NC(=NC=C1)C1=CN=C2N1C=C(C=C2)C(F)(F)F 4-[(2R,3S)-2-methyl-3-(1H-pyrazol-4-yl)piperazin-1-yl]-2-[6-(trifluoromethyl)imidazo[1,2-a]pyridin-3-yl]pyrimidine